4-[(5-isocyanato-2-methylphenyl)methyl]-m-phenylene diisocyanate N(=C=O)C=1C=CC(=C(C1)CC1=C(C=C(C=C1)N=C=O)N=C=O)C